OC1=CC=C(C=C1)C(=C(CC)C1=CC=C(C=C1)O)C1=CC=C(OCCN(C)CC=2C=C3CN(C(C3=CC2)=O)C2C(NC(CC2)=O)=O)C=C1 3-(5-(((2-(4-(1,2-bis(4-hydroxyphenyl)but-1-en-1-yl)phenoxy)ethyl)(methyl)amino)methyl)-1-oxoisoindolin-2-yl)piperidine-2,6-dione